naphthalene-1,4,7-tricarboxylic acid C1(=CC=C(C2=CC=C(C=C12)C(=O)O)C(=O)O)C(=O)O